2-([1,1'-biphenyl]-3-yl)-4-chloro-6-phenylpyrimidine C1(=CC(=CC=C1)C1=NC(=CC(=N1)Cl)C1=CC=CC=C1)C1=CC=CC=C1